((4-Hydroxybutyl)azanediyl)bis(hexane-6,1-diyl) bis(2,2-bis(heptylthio)acetate) C(CCCCCC)SC(C(=O)OCCCCCCN(CCCCCCOC(C(SCCCCCCC)SCCCCCCC)=O)CCCCO)SCCCCCCC